O(S(=O)(=O)C(F)(F)F)C1=CC=C(C=C1)N1N=CN=C1 [4-(1,2,4-Triazol-1-yl) phenyl] triflate